(S)-N-(1-(3-(3,5-dimethylphenyl)-1,2,4-oxadiazol-5-yl)ethyl)-3-hydroxy-4-methoxypicolinamide CC=1C=C(C=C(C1)C)C1=NOC(=N1)[C@H](C)NC(C1=NC=CC(=C1O)OC)=O